C(CCCCCCC)(=O)[O-].[Na+] Natrium octanoat